FC1(CN(CC1)C1=C(C=CC(=C1)F)C(O)C=1NC=CN1)F (2-(3,3-Difluoropyrrolidin-1-yl)-4-fluorophenyl)(1H-imidazol-2-yl)methanol